C(C)(C)[Si](C#CCC1CCN(CC1)C(=O)OC(C)(C)C)(C(C)C)C(C)C tert-butyl 4-(3-(triisopropylsilyl)prop-2-yn-1-yl)piperidine-1-carboxylate